C(CCC)N(C(O)=O)C1CCC(CC1)N.N1C(=NC=C1)C(=O)ON1C(CCCC1(C)C)(C)C imidazolecarbonyloxy-2,2,6,6-tetramethyl-piperidine butyl-((1s,4s)-4-aminocyclohexyl)carbamate